Cl.C(CCCCCCCCCCC)N(C1=CC=C(C=C1)CCCC)CCCCCCCCCCCC N,N-didodecyl-4-butylaniline hydrochloride